ClC1=C(C=C(C(=C1)F)C1=C(C(=C(C=C1F)F)F)F)N 4-chloro-2',3',4',6,6'-pentafluoro-[1,1'-biphenyl]-3-amine